ClC=1C(=C(CN2[C@@H](C[C@@](CC2)(C(=O)O)CC2=NC(=CC(=C2)OC(F)(F)F)NC2=NNC(=C2)C)C)C=CC1)F (2R,4R)-1-(3-chloro-2-fluorobenzyl)-2-methyl-4-((6-((5-methyl-1H-pyrazol-3-yl)amino)-4-(tri-fluoromethoxy)pyridin-2-yl)methyl)piperidine-4-carboxylic acid